NC=1NC(C=2N=CN(C2N1)[C@@H]1O[C@@H](C([C@H]1O)(F)F)CO)=O 2-amino-9-((2R,3S,5R)-4,4-difluoro-3-hydroxy-5-(hydroxymethyl)tetrahydrofuran-2-yl)-1,9-dihydro-6H-purin-6-one